C(#N)C1CC2(C1)C[C@H](N(CC2)CC2=C1C=CNC1=C(C=C2OC)C)C2=CC=C(C(=O)NCC1(CNC1)C)C=C2 4-((2R,4r,6S)-2-cyano-7-((5-methoxy-7-methyl-1H-indol-4-yl)methyl)-7-azaspiro[3.5]nonan-6-yl)-N-((3-methylazetidin-3-yl)methyl)benzamide